tert-Butyl 2-chloro-6-[3-[2-(7-deuteriodispiro[2.0.2.1]heptan-7-yl)ethoxy]pyrazol-1-yl]pyridine-3-carboxylate ClC1=NC(=CC=C1C(=O)OC(C)(C)C)N1N=C(C=C1)OCCC1(C2(C13CC3)CC2)[2H]